2-[3-(6-methyl-2-pyridyl)-1H-pyrazol-4-yl]-7-(4-pyrrolidin-1-yl-1-piperidyl)-1,5-naphthyridine CC1=CC=CC(=N1)C1=NNC=C1C1=NC2=CC(=CN=C2C=C1)N1CCC(CC1)N1CCCC1